C1(CCC1)OC=1C=C(C=CC1)C1=CC(=NN1C1=C(C=CC=C1)C)COC(C(=O)O)(C)C 2-([5-(3-Cyclobutoxyphenyl)-1-(2-methylphenyl)-1H-pyrazol-3-yl]methoxy)-2-methylpropanoic acid